C1=CC=CC=2C3=CC=CC=C3C(C12)COC(=O)N([C@@H](C(=O)O)CCC(C)C)C (R)-2-((((9H-fluoren-9-yl)methoxy)carbonyl)(methyl)amino)-5-methylhexanoic acid